bismuth-erbium-aluminum [Al].[Er].[Bi]